C(C)(C)[Si](OC)(OC)C1CCCC1 isopropylcyclopentyldimethoxysilane